ClCOC(=O)O[C@H]1CC[C@H](CC1)C(=O)OC(C)(C)C Tert-Butyl Cis-4-{[(chloromethoxy)carbonyl]oxy}cyclohexane-1-carboxylate